(3-oxopropyl)piperidine-1-carboxylic acid tert-butyl ester C(C)(C)(C)OC(=O)N1C(CCCC1)CCC=O